C(CCCCCCC)C(CCCCCCCCCC(=O)[O-])(CCCCCCCC)CCCCCCCC trioctylundecanoate